1-Decyl-3-Methylpyrrolidinium fluorid [F-].C(CCCCCCCCC)[NH+]1CC(CC1)C